OC1=C(C=CC(=C1)C(CNCCCCC1=CC=C(C=C1)O)O)[O-].C1(=CC=CC=C1)S(=O)(=O)NS(=O)(=O)C=1SC=CC1 N-(benzenesulfonyl)thiophene-2-sulfonamide 2-hydroxy-4-[1-hydroxy-2-{N-[4-(4-hydroxyphenyl)butyl]amino}ethyl]phenolate